3-heptyldodecyl 8-(7-(8-((3-octylundecyl)oxy)-8-oxooctyl)-9-oxa-3,7-diazabicyclo[3.3.1]nonan-3-yl)octanoate C(CCCCCCC)C(CCOC(CCCCCCCN1CC2CN(CC(C1)O2)CCCCCCCC(=O)OCCC(CCCCCCCCC)CCCCCCC)=O)CCCCCCCC